(R)-(2-(benzofuran-3-yl)-1-(2-oxo-2-(thiazol-2-ylamino)acetylamino)ethyl)boronic acid O1C=C(C2=C1C=CC=C2)C[C@H](NC(C(NC=2SC=CN2)=O)=O)B(O)O